FC1=CC=C(C=2COC(OCC21)C=2N=C(SC2)C2CCN(CC2)C(CN2N=C(C=C2C)C)=O)OS(=O)(=O)C 4-[4-(6-fluoro-9-methylsulfonyloxy-1,5-dihydro-3H-2,4-benzodioxepin-3-yl)-2-thiazolyl]-1-[2-(3,5-dimethyl-1H-pyrazol-1-yl)acetyl]piperidine